3-(4-(2-isocyanoethyl)piperazin-1-yl)-benzene-1,2-diamine [N+](#[C-])CCN1CCN(CC1)C1=C(C(=CC=C1)N)N